1-oleoyl-2-acetoyl-sn-glycerol C(CCCCCCC\C=C/CCCCCCCC)(=O)OC[C@@H](OC(C)=O)CO